tert-butyl (2R,5S)-4-(2-formyl-3,4-dimethyl-5-oxo-4,5-dihydro-3H-imidazo[4,5-b]pyridin-7-yl)-2,5-dimethylpiperazine-1-carboxylate C(=O)C1=NC2=C(N(C(C=C2N2C[C@H](N(C[C@@H]2C)C(=O)OC(C)(C)C)C)=O)C)N1C